ClC=1C=C(C=CC1C#N)N1CC2(C[C@H]1C)CCN(CC2)C2=CC=C(C(=O)N1CCC(CC1)CN1CCN(CC1)C1=CC(=C(C(=O)N[C@H]3C(NC(CC3)=O)=O)C=C1)F)C=C2 4-(4-((1-(4-((R)-2-(3-Chloro-4-cyanophenyl)-3-methyl-2,8-diazaspiro[4.5]decan-8-yl)benzoyl)piperidin-4-yl)meth-yl)piperazin-1-yl)-N-((R)-2,6-dioxopiperidin-3-yl)-2-fluorobenzamide